O=C(CC[C@H]1CN(CCO1)C(=O)O)C1=C(C(=C(C=C1F)C(=O)OC)F)F (S)-2-(3-oxo-3-(2,3,6-trifluoro-4-(methoxycarbonyl)phenyl)propyl)morpholine-4-carboxylic acid